OC(C1[C@H]2CN(C[C@@H]12)C(=O)OC(C)(C)C)C1=NC=CC(=C1)C tert-butyl (1R,5S,6r)-6-[hydroxy(4-methyl-2-pyridinyl)methyl]-3-azabicyclo[3.1.0]hexane-3-carboxylate